N[C@@H](CC1=CNC2=NC=CC=C12)C(=O)O 7-Aza-L-tryptophan